t-butyl (S)-4-((5-(4-fluoropiperidin-1-yl)-6-(trifluoromethyl)pyridin-3-yl)methyl)-3-methylpiperazine-1-carboxylate FC1CCN(CC1)C=1C=C(C=NC1C(F)(F)F)CN1[C@H](CN(CC1)C(=O)OC(C)(C)C)C